3-methyl-3-(2-(methylsulfonyl)ethoxy)azetidine-1-carboxylic acid tert-butyl ester C(C)(C)(C)OC(=O)N1CC(C1)(OCCS(=O)(=O)C)C